C(C)NC(=O)C1=CC2=C(C(N(C=C2C2=C(C=CC(=C2)C(C)(C)O)OC2=C(C=C(C=C2C)F)C)C)=O)N1 N-ethyl-4-[2-(4-fluoro-2,6-dimethylphenoxy)-5-(2-hydroxypropan-2-yl)phenyl]-6-methyl-7-oxo-1H-pyrrolo[2,3-c]pyridine-2-carboxamide